N-(2,2-Difluoroethyl)-4-(3-isopropyl-2-(8-methoxy-[1,2,4]triazolo[1,5-a]pyridin-6-yl)-1H-indol-5-yl)cyclohexan-1-amin FC(CNC1CCC(CC1)C=1C=C2C(=C(NC2=CC1)C=1C=C(C=2N(C1)N=CN2)OC)C(C)C)F